2-(4-(5-chloro-2-(4-chloro-1H-1,2,3-triazol-1-yl)phenyl)-2,5-dioxopiperazin-1-yl)-N-(1-methoxyisoquinolin-6-yl)-3-phenylpropanamide ClC=1C=CC(=C(C1)N1CC(N(CC1=O)C(C(=O)NC=1C=C2C=CN=C(C2=CC1)OC)CC1=CC=CC=C1)=O)N1N=NC(=C1)Cl